CC=1C=2N(C=C(N1)C)N=C(C2)C2=CC1=CN(N=C1C(=C2)F)C2CCN(CC2)C(=O)OC(C)(C)C tert-butyl 4-[5-(4,6-dimethylpyrazolo[1,5-a]pyrazin-2-yl)-7-fluoro-indazol-2-yl]piperidine-1-carboxylate